tert-butyl 6-nitro-3'-oxo-2H-spiro[benzofuran-3,4'-piperidine]-1'-carboxylate [N+](=O)([O-])C1=CC2=C(C=C1)C1(C(CN(CC1)C(=O)OC(C)(C)C)=O)CO2